tris(2,2,2-trifluoroethyl)phosphate FC(COP(=O)(OCC(F)(F)F)OCC(F)(F)F)(F)F